C(#N)CC1N(CCN(C1)C=1C2=C(N=C(N1)OC[C@H]1N(CCC1)C)OC(CC2)C2=C(C=CC=C2O)F)C(=O)[O-] 2-(cyanomethyl)-4-(7-(2-fluoro-6-hydroxyphenyl)-2-(((S)-1-methylpyrrolidin-2-yl)methoxy)-6,7-dihydro-5H-pyrano[2,3-d]pyrimidin-4-yl)piperazine-1-carboxylate